18-Fluoro-11-(4-fluorophenyl)-10-methoxy-N-(methyl-d3)-15-oxa-2,4,5,8,21-pentaazatetracyclo[15.3.1.1^{3,7}.1^{9,13}]tricosa-1(20),3,5,7(23),9(22),10,12,17(21),18-nonaene-6-carboxamide FC=1C=2COCC3=CC(=C(C(NC=4C(=NN=C(NC(=CC1)N2)C4)C(=O)NC([2H])([2H])[2H])=C3)OC)C3=CC=C(C=C3)F